ClC1=NC=C(C=C1C(C)Cl)F 2-chloro-3-(1-chloroethyl)-5-fluoropyridine